Benzindol N1C=CC2=CC=C3C(=C12)C=CC=C3